ClC=1C=C(C(=O)O)C=C(C1)SC(F)(F)F 3-chloro-5-[(trifluoromethyl)thio]benzoic acid